4-chloro-2-fluoro-3-methylaniline ClC1=C(C(=C(N)C=C1)F)C